(2S,3R,4S)-pentane-1,2,3,4,5-penta-ol C([C@@H](C([C@H](CO)O)O)O)O